N1N=NC2=C1C=C(C=C2)C=2C=C1C=NC(=NC1=CC2)N(C2CCNCC2)C 6-(1H-benzo[d][1,2,3]-triazol-6-yl)-N-methyl-N-(piperidin-4-yl)quinazolin-2-amine